ClC1=C(C=CC(=C1)C(F)(F)F)CC(=O)NC1=C(C=C(C(=C1)S(N)(=O)=O)N1N=CC(=C1)F)C(F)(F)F 2-[2-Chloro-4-(trifluoromethyl)phenyl]-N-[4-(4-fluoro-1H-pyrazol-1-yl)-5-sulfamoyl-2-(trifluoromethyl)phenyl]acetamide